N1=C(C=CC=C1)N1N=CC(=C1)C1=C(C#N)C=CC=C1 (1-pyridin-2-yl-1H-pyrazol-4-yl)benzonitrile